BrC=1C(=NC(=NC1)NC1=C(C=C(C(=C1)CC)N1CCC2(OCCO2)CC1)OC)NC=1C(=C2C=NC(=NC2=CC1)CC)P(C)(C)=O (6-((5-bromo-2-((5-ethyl-2-methoxy-4-(1,4-dioxa-8-azaspiro[4.5]decan-8-yl)phenyl)amino)pyrimidin-4-yl)amino)-2-ethylquinazolin-5-yl)dimethylphosphine oxide